4-methyl-oxaphosphorine CC1=CPOC=C1